FC1=C(C(=O)NC2=CC(=NC=C2)C(=O)OC)C(=CC=C1OC(F)(F)F)OC1=C(C(=C(C=C1)OC(F)(F)F)F)OC([2H])([2H])[2H] methyl 4-[[2-fluoro-6-[3-fluoro-2-(trideuteriomethoxy)-4-(trifluoromethoxy)phenoxy]-3-(trifluoromethoxy)benzoyl]amino]pyridine-2-carboxylate